(R)-3-methyl-2-(methylamino)-N-phenylbutanamide hydrochloride Cl.CC([C@H](C(=O)NC1=CC=CC=C1)NC)C